Phosphoric acid triammonium salt [NH4+].[NH4+].[NH4+].P([O-])([O-])([O-])=O